C(CCC)[Al] Butyl-Aluminium